tert-butyl (5-amino-3-(trifluoromethyl)pyridin-2-yl)carbamate NC=1C=C(C(=NC1)NC(OC(C)(C)C)=O)C(F)(F)F